2-methyl-N-[(1R)-1-(1-naphthyl)ethyl]Benzamide CC1=C(C(=O)N[C@H](C)C2=CC=CC3=CC=CC=C23)C=CC=C1